OCCCCCCNC(C1=CC=C(C(=O)NCCCCCCO)C=C1)=O N,N'-di(6-hydroxyhexyl)terephthalamide